tert-Butyl N-(7-fluoro-1-hydroxy-1,3-dihydrobenzo[c][1,2]oxaborole-6-carbonyl)-N-(2-(7-fluoro-1-hydroxy-1,3-dihydrobenzo[c][1,2]oxaborole-6-carboxamido) ethyl)glycinate FC1=C(C=CC2=C1B(OC2)O)C(=O)N(CC(=O)OC(C)(C)C)CCNC(=O)C=2C=CC1=C(B(OC1)O)C2F